C1OCC12CCN(CC2)C(=O)C2=C(C=C(C=C2)NC(=O)C2CC2)N2CC(CC2)C(F)(F)F N-[4-(2-oxa-7-azaspiro[3.5]nonane-7-carbonyl)-3-[3-(trifluoromethyl)pyrrolidin-1-yl]phenyl]cyclopropanecarboxamide